methyl 2-(1-(5-(2-((5,6-difluoro-2,3-dihydro-1H-inden-2-yl)amino)pyrimidin-5-yl)-1,3,4-oxadiazol-2-yl)azetidin-3-yl)acetate FC=1C=C2CC(CC2=CC1F)NC1=NC=C(C=N1)C1=NN=C(O1)N1CC(C1)CC(=O)OC